C(CCCCC)N[C@@H](CC(C)C)C(=O)O hexyl-leucine